COC1=CC=C2N=C3C=CC=C(C3=C(C2=C1)NCCO)[N+](=O)[O-] 2-[(7-Methoxy-1-nitro-acridin-9-yl)amino]ethanol